(1R,3S)-3-(5-((1,1-dioxido-2,3-dihydrobenzo[d]isothiazol-5-yl)amino)-1H-pyrazol-3-yl)cyclopentyl (4-nitrophenyl) carbonate C(O[C@H]1C[C@H](CC1)C1=NNC(=C1)NC=1C=CC2=C(CNS2(=O)=O)C1)(OC1=CC=C(C=C1)[N+](=O)[O-])=O